CN(C)C=C1N(CCC(C1=O)(C)C)C(=O)O.ClC=1C=C(C=CC1Cl)NC(C=C)=O N-(3,4-dichlorophenyl)acrylamide dimethylaminomethylene-4,4-dimethyl-3-oxo-piperidine-1-carboxylate